CN(CC(=O)N1CCC(CC1)C=1C=NC(=CC1C)C1=NNC(=C1C(C)C)C=1C=C(C=2N(C1)N=CN2)OC)C 2-(Dimethylamino)-1-(4-(6-(4-isopropyl-5-(8-methoxy-[1,2,4]triazolo[1,5-a]pyridin-6-yl)-1H-pyrazol-3-yl)-4-methylpyridin-3-yl)piperidin-1-yl)ethan-1-one